C(C)(C)(C)NC(C1=C(C(=CC=C1N1N=CC=C1)C1=NNC=C1)C)=O N-(tert-butyl)-2-methyl-6-(1H-pyrazol-1-yl)-3-(1H-pyrazol-3-yl)benzamide